1-((3-(1,1-difluoroethyl)pyridin-2-yl)methyl)-7-methyl-3-((1r,4r)-4-(4-(trifluoromethyl)pyridin-3-yl)cyclohexyl)-1,8-naphthyridin-2(1H)-one FC(C)(F)C=1C(=NC=CC1)CN1C(C(=CC2=CC=C(N=C12)C)C1CCC(CC1)C=1C=NC=CC1C(F)(F)F)=O